2-methyl-7-(3-pyridyl)-2-azabicyclo[2.2.2]oct-5-ene CN1C2C=CC(C1)CC2C=2C=NC=CC2